N[C@H](C(=O)N1C(C=2N(CC1)C(=C(N2)C2=CC(=C(C(=C2)F)F)F)NC2=NC=C(C=C2)F)(C)C)[C@H](C)O (2S,3S)-2-amino-1-(3-((5-fluoropyridin-2-yl)amino)-8,8-dimethyl-2-(3,4,5-trifluorophenyl)-5,6-dihydroimidazo[1,2-a]pyrazin-7(8H)-yl)-3-hydroxybutan-1-one